2,3-di((4-oxopentanoyl)oxy)succinic acid O=C(CCC(=O)OC(C(=O)O)C(C(=O)O)OC(CCC(C)=O)=O)C